NCCC(C)N 3-Amino-1-methyl-aminopropan